CON(C(=O)C1(CSCCC1)NC(OC(C)(C)C)=O)C tert-butyl (3-(methoxy(methyl)carbamoyl)tetrahydro-2H-thiopyran-3-yl)carbamate